C(CCC(C(=O)OC)C(=O)OC)(C(=O)OC)C(=O)OC tetramethyl butane-1,1,4,4-tetracarboxylate